2,2-dimethyl-1,3-dioxa-7-azaspiro[4.5]decane CC1(OC2(CO1)CNCCC2)C